C(N)(OC1(CCC(CC1)C=1SC(=CN1)C1=C(C=C(C=C1)NC1=NNC(=C1)C)S(NC(C)(C)C)(=O)=O)C(C)C)=O trans-isopropyl-(4-(5-(2-(N-(tert-butyl) sulfamoyl)-4-((5-methyl-1H-pyrazol-3-yl) amino) phenyl) thiazol-2-yl) cyclohexyl) carbamate